5-((diphenylmethylene)amino)-3-fluoro-2-(1-methoxycyclobutyl)pyridin-4-amine C1(=CC=CC=C1)C(C1=CC=CC=C1)=NC=1C(=C(C(=NC1)C1(CCC1)OC)F)N